NCCC(=O)N 3-aminopropan-amide